2-(3,3-difluoroazetidin-1-yl)-N-{4-[(2,2-difluorocyclopentyl)oxy]-3-fluorophenyl}-5-(2,2,2-trifluoroethyl)oxazole-4-carboxamide FC1(CN(C1)C=1OC(=C(N1)C(=O)NC1=CC(=C(C=C1)OC1C(CCC1)(F)F)F)CC(F)(F)F)F